1-(1-O-methyl-β-D-glucopyranos-1-yl)-4-methyl-3-[[5-(4-fluorophenyl)-2-thienyl]methyl]benzene CO[C@]1([C@H](O)[C@@H](O)[C@H](O)[C@H](O1)CO)C1=CC(=C(C=C1)C)CC=1SC(=CC1)C1=CC=C(C=C1)F